C1(CCCCC1)C1=CC=C(C=C1)NC=1C2=C(N=C(N1)N1C[C@H](OCC1)C)CN(C2)C(C)C N-(4-cyclohexylphenyl)-2-[(2R)-2-methylmorpholin-4-yl]-6-(propan-2-yl)-6,7-dihydro-5H-pyrrolo[3,4-d]pyrimidin-4-amine